Isopropyl (S)-2-((S)-2-acetamido-3-(1-methyl-1H-indol-3-yl)propanamido)-6-diazo-5-oxohexanoate C(C)(=O)N[C@H](C(=O)N[C@H](C(=O)OC(C)C)CCC(C=[N+]=[N-])=O)CC1=CN(C2=CC=CC=C12)C